CC1=CC(=NN1CC(=O)N1CCC(CC1)C=1SC=C(N1)C1=NOC(C1)C1=CC=CC=C1)C(F)(F)F 2-[5-methyl-3-(trifluoromethyl)-1H-pyrazol-1-yl]-1-{4-[4-(5-phenyl-4,5-dihydro-1,2-oxazol-3-yl)-1,3-thiazol-2-yl]piperidin-1-yl}ethanone